methyl 3-(9-((4-(((tert-butoxycarbonyl)amino)methyl)-2,6-dimethylphenyl)carbamoyl)-4,5-dihydrobenzo[b]thieno[2,3-d]oxepin-8-yl)-5-methyl-6-(propylcarbamoyl)picolinate C(C)(C)(C)OC(=O)NCC1=CC(=C(C(=C1)C)NC(=O)C1=CC2=C(OCCC3=C2SC=C3)C=C1C=1C(=NC(=C(C1)C)C(NCCC)=O)C(=O)OC)C